CC1CC(CC(C1)C)=O 3,5-dimethylcyclohexanone